C(C1=CC=CC=C1)OC(=O)N1C[C@@H](N(CC1)CCN1CCC(CC1)C=O)C.C[Si](OCCC(C)C)(OCCC(C)C)C dimethyl-bis(3-methyl-1-butoxy)silane benzyl-(3S)-4-[2-(4-formyl-1-piperidyl)ethyl]-3-methyl-piperazine-1-carboxylate